2-((Bis(3-boronophenyl)(oxo)-λ6-sulfanylidene)amino)acetic acid B(O)(O)C=1C=C(C=CC1)S(=O)(C1=CC(=CC=C1)B(O)O)=NCC(=O)O